C1(=CC=CC=C1)CC=1C=C(C=C(C1)O)O 5-(phenylmethyl)-1,3-benzenediol